C1(=CC=CC=C1)[SiH](C1C2=CC=CC=C2C=2C=CC=CC12)C1=CC=CC=C1 diphenyl(9-fluorenyl)silane